1-[3-chloro-5-[(2,4-dimethylthiazol-5-yl)methoxy]phenyl]-5-(2-methoxy-3-pyridyl)-3-(3-pyridyl)pyrimidine-2,4-dione ClC=1C=C(C=C(C1)OCC1=C(N=C(S1)C)C)N1C(N(C(C(=C1)C=1C(=NC=CC1)OC)=O)C=1C=NC=CC1)=O